CC1(O[C@H]2[C@H]([C@H](OC[C@H]2C=2C=NN(C2)C)CN2C(C3=CC=CC=C3C2=O)=O)O1)C 2-(((3aR,4R,7R,7aR)-2,2-dimethyl-7-(1-methyl-1H-pyrazol-4-yl)tetrahydro-4H-[1,3]dioxolo[4,5-c]pyran-4-yl)methyl)isoindoline-1,3-dione